COC1=CC=C(C=C1)C#CC1=C(C=CC=C1)[N+](=O)[O-] ((4-methoxyphenyl)ethynyl)-nitrobenzene